(S)-2-((4-(3-(4-Cyano-2-fluorophenyl)-2,3-dihydrobenzo[b][1,4]dioxin-5-yl)piperidin-1-yl)methyl)-4-ethoxy-1-methyl-1H-benzo[d]imidazole-6-carboxylic acid C(#N)C1=CC(=C(C=C1)[C@@H]1OC2=C(OC1)C=CC=C2C2CCN(CC2)CC2=NC1=C(N2C)C=C(C=C1OCC)C(=O)O)F